N=1N(C=CC1)C=O Pyrazole-2-carbaldehyde